OCC1=CC=C(C=C1)N1C(CN(CC1)C(=O)OC(C)(C)C)=O tert-butyl 4-(4-(hydroxymethyl) phenyl)-3-oxopiperazine-1-carboxylate